4-(3-chloro-4-fluorophenyl)-5-cyclopropylthiazol-2-amine ClC=1C=C(C=CC1F)C=1N=C(SC1C1CC1)N